C1(CCC1)OC1=CC=C2C=NN(C2=C1)C1=CC(=C(N(C)CCCC(=O)O)C(=C1)F)F 4-[4-[6-(Cyclobutoxy)indazol-1-yl]-2,6-difluoro-N-methyl-anilino]butanoic acid